1,3-bis(dicyanomethylene)indan silver-copper-zinc-tin [Sn].[Zn].[Cu].[Ag].C(#N)C(=C1CC(C2=CC=CC=C12)=C(C#N)C#N)C#N